7-[[5-(4-methylpiperazin-1-yl)-2-pyridyl]amino]-4-(6-methyl-1H-pyrrolo[2,3-b]pyridin-3-yl)isoindolin-1-one CN1CCN(CC1)C=1C=CC(=NC1)NC=1C=CC(=C2CNC(C12)=O)C1=CNC2=NC(=CC=C21)C